4-Fluoro-N3-(6-(4-isopropyl-4H-1,2,4-triazol-3-yl)pyridin-2-yl)-N1-(pyridazin-4-yl)isophthalamide FC1=C(C=C(C(=O)NC2=CN=NC=C2)C=C1)C(=O)NC1=NC(=CC=C1)C1=NN=CN1C(C)C